C(C)OC(C(C1=CC=NC=C1)C1=C(C2=C(NC(=N2)C(NC(=O)C=2C(=NOC2)C)C2CCCCCCC2)C=C1)F)=O 2-(2-{cyclooctyl-[(3-methylisoxazole-4-carbonyl)amino]methyl}-4-fluoro-1H-benzoimidazol-5-yl)-2-(pyridin-4-yl)acetic acid ethyl ester